C(C=C)(=O)N1C[C@@H]2N(C(C=3C=C(C(=C4C=C(N(C34)CC2)C)C2=CC=C(C=3SC(=C(C32)C#N)N)F)F)=O)CC1 (R)-4-((R)-10-Acryloyl-2-fluoro-5-methyl-14-oxo-8,8a,9,10,11,12-hexahydro-7H,14H-pyrazino[1',2':5,6][1,5]diazocino[3,2,1-hi]indol-3-yl)-2-amino-7-fluorobenzo[b]thiophene-3-carbonitrile